C(C)(C)(C)[Si](OC(CC=C)C1=C(C(=CC(=C1)F)F)F)(C)C t-Butyldimethyl-((1-(2,3,5-trifluorophenyl)but-3-en-1-yl)oxy)silane